5-bromo-1-(oxetan-3-yl)pyridin-2(1H)-one BrC=1C=CC(N(C1)C1COC1)=O